C1C(CCC2CC(CCC12)=O)=O Decalin-2,6-dione